C1(CCCCCCC1)C(NC(=O)C=1C(=NOC1)C)C1=NC2=C(N1)C=CC(=C2F)N2CCN(CC2)C N-{cyclooctyl-[4-fluoro-5-(4-methylpiperazin-1-yl)-1H-benzimidazol-2-yl]methyl}-3-methylisoxazole-4-carboxamide